diphenylmethylfurfuryl alcohol C1(=CC=CC=C1)C(C1=CC=CC=C1)C(C1=CC=CO1)O